FC(C=1C(=NC=CN1)OC[C@@H]1CC[C@@]2(CCCN12)CO)F ((3S,7aS)-3-(((3-(difluoromethyl)pyrazin-2-yl)oxy)methyl)tetrahydro-1H-pyrrolizin-7a(5H)-yl)methanol